(R)-N-((S)-(3-chloro-2,6-difluorophenyl)(4-fluoro-bicyclo[2.2.1]hept-1-yl)methyl)-2-methylpropane-2-sulfinamide ClC=1C(=C(C(=CC1)F)[C@@H](N[S@](=O)C(C)(C)C)C12CCC(CC1)(C2)F)F